N-ethylpyridin-carboxamide C(C)NC(=O)C1=NC=CC=C1